2-Amino-N-{1-[3,4-dichloro-7-(1,1-dioxido-1,2,5-thiadiazepan-5-yl)pyrazolo[1,5-a]pyridin-6-yl]ethyl}pyrazolo[1,5-a]pyrimidine-3-carboxamide NC1=NN2C(N=CC=C2)=C1C(=O)NC(C)C=1C=C(C=2N(C1N1CCNS(CC1)(=O)=O)N=CC2Cl)Cl